C(O)(O)=O.C(C(C)O)O 1,2-propanediol carbonate